ClC=1C(=NC(=NC1)NC1=CC(=C(C=C1OC(C)C)N1CCN(CC1)CC=1C=C(C=CC1)NC1C(NC(CC1)=O)=O)C)NC1=C(C=CC=C1)S(=O)(=O)C(C)C 3-((3-((4-(4-((5-chloro-4-((2-(isopropylsulfonyl)phenyl)amino)pyrimidin-2-yl)amino)-5-isopropoxy-2-methylphenyl)piperazin-1-yl)methyl)phenyl)amino)piperidine-2,6-dione